C(C)(C)N1C(=NN=C1)C1=CC=CC(=N1)N1C=NC2=CC(=C(C=C2C1=O)S(=O)(=O)Cl)C 3-(6-(4-isopropyl-4H-1,2,4-triazol-3-yl)pyridin-2-yl)-7-methyl-4-oxo-3,4-dihydroquinazolin-6-sulfonyl chloride